ClC1=C(C=CC(=C1)Cl)[C@@H]1OC2=C(OC1)C=CC=C2C2CCN(CC2)CC2=NC1=C(N2CC2CC23CC3)C=C(C=C1)C(=O)O 2-((4-((S)-3-(2,4-dichlorophenyl)-2,3-dihydrobenzo[b][1,4]dioxinIn-5-yl)piperidin-1-yl)methyl)-1-(spiro[2.2]pentan-1-ylmethyl)-1H-benzo[d]imidazole-6-carboxylic acid